3-(1,3-dioxoisoindolin-2-yl)propanoic acid O=C1N(C(C2=CC=CC=C12)=O)CCC(=O)O